(1r,4r)-4-(2-methoxyethoxy)cyclohexan-1-amine COCCOC1CCC(CC1)N